O1C(CCCC1)N1C=2C=CC=3OCCCNC(OCC=4SC=C(C(=N1)C2C3)N4)=O 18-(oxan-2-yl)-7,13-dioxa-4-thia-9,18,19,22-tetraazatetracyclo[12.5.2.12,5.017,20]docosa-1(19),2,5(22),14(21),15,17(20)-hexaen-8-one